Tridecyl (S)-2-(((S)-(((2R,3S,5R)-5-(6-amino-2-fluoro-9H-purin-9-yl)-2-ethynyl hydroxytetrahydrofuran-2-yl)methoxy)(phenoxy)phosphoryl)amino)-3-(3,5-difluorophenyl)propanoate NC1=C2N=CN(C2=NC(=N1)F)[C@H]1C[C@@H]([C@@](O1)(C#C)CO[P@](=O)(OC1=CC=CC=C1)N[C@H](C(=O)OCCCCCCCCCCCCC)CC1=CC(=CC(=C1)F)F)O